ethyl 2-oxobutanoate O=C(C(=O)OCC)CC